9H-pyrimido[4,5-b]Indole-6-carboxylic acid methyl ester COC(=O)C=1C=C2C3=C(NC2=CC1)N=CN=C3